8-bromo-5-fluoro-4-hydroxy-6-methoxy-1H-quinolin-2-one BrC=1C=C(C(=C2C(=CC(NC12)=O)O)F)OC